OC(C)(C)C1CCN(CC1)CC1=C(C(=NC=C1)C=1C=C2CN(C(C2=CC1)=O)C1C(NC(CC1)=O)=O)C(F)(F)F 3-(5-(4-((4-(2-hydroxypropan-2-yl)piperidin-1-yl)methyl)-3-(trifluoromethyl)pyridin-2-yl)-1-oxoisoindolin-2-yl)piperidine-2,6-dione